tert-butyl (2S)-2-(4-[(3-chloro-2-methylphenyl)carbamoyl]-6-({[2-(trifluoromethyl)phenyl]carbonyl}amino)-1H-benzimidazol-2-yl)pyrrolidine-1-carboxylate ClC=1C(=C(C=CC1)NC(=O)C1=CC(=CC=2NC(=NC21)[C@H]2N(CCC2)C(=O)OC(C)(C)C)NC(=O)C2=C(C=CC=C2)C(F)(F)F)C